ClC1=CC=C(C(=O)CCC(=O)O)C=C1 3-(4-chlorobenzoyl)propanoic acid